NCCCC(=O)N1C[C@@H](CC1)C1=C(C=CC(=C1)O[C@@H]1[C@H](CC2=C(C=C(C=C12)Cl)C#N)N1C[C@H](N(CC1)C(C(F)(F)F)=O)C)S(=O)(=O)N ((S)-1-(4-aminobutanoyl)pyrrolidin-3-yl)-4-(((1S,2S)-6-chloro-4-cyano-2-((R)-3-methyl-4-(2,2,2-trifluoroacetyl)piperazin-1-yl)-2,3-dihydro-1H-inden-1-yl)oxy)benzenesulfonamide